COC(=O)C1=NC(=CC=C1S(=O)(=O)CC)N1N=C(C=C1)C(F)(F)F 3-ethylsulfonyl-6-[3-(trifluoromethyl)pyrazol-1-yl]Pyridine-2-carboxylic acid methyl ester